tert-Butyl 4-[3-(4-tert-butoxy-1-cyano-4-oxo-butyl)anilino]piperidine-1-carboxylate C(C)(C)(C)OC(CCC(C#N)C=1C=C(NC2CCN(CC2)C(=O)OC(C)(C)C)C=CC1)=O